ClC=1C(=NC=CC1)C(=O)NC1[C@@H]2CN(C[C@H]12)C1=NC=C(C=C1)C=1C=2N(C=C(C1)OCC(C)(C)O)N=CC2C#N 3-chloro-N-((1R,5S,6s)-3-(5-(3-cyano-6-(2-hydroxy-2-methylpropoxy)pyrazolo[1,5-a]pyridin-4-yl)pyridin-2-yl)-3-azabicyclo[3.1.0]hexan-6-yl)picolinamide